9,9'-(3,5-di(9H-carbazol-9-yl)-4-(2,6-diphenylpyrimidin-4-yl)pyridine-2,6-diyl)bis(3,6-dimethyl-9H-carbazole) C1=CC=CC=2C3=CC=CC=C3N(C12)C=1C(=NC(=C(C1C1=NC(=NC(=C1)C1=CC=CC=C1)C1=CC=CC=C1)N1C2=CC=CC=C2C=2C=CC=CC12)N1C2=CC=C(C=C2C=2C=C(C=CC12)C)C)N1C2=CC=C(C=C2C=2C=C(C=CC12)C)C